FC(C1=CC(=NC=C1C1=NC(=NC(=N1)N1[C@H](COCC1)C)N1CCNCC1)N)F (S)-4-(difluoromethyl)-5-(4-(3-methylmorpholino)-6-(piperazin-1-yl)-1,3,5-triazin-2-yl)pyridin-2-amine